rutinosyl succinate C(CCC(=O)[O-])(=O)O[C@H]1[C@H](O)[C@@H](O)[C@H](O)[C@H](O1)CO[C@H]1[C@H](O)[C@H](O)[C@@H](O)[C@@H](O1)C